COCCN1C(=NC2=C1C=C(C=C2)N2CCOCC2)C=2C=CC1=C(C(=NO1)C)C2 5-(1-(2-methoxyethyl)-6-morpholino-1H-benzo[d]imidazol-2-yl)-3-methylbenzo[d]isoxazole